C(C)(=O)NC=1SC(=CN1)S(=O)(=O)NC1=C(N=CS1)C(=O)OCC Ethyl 5-[(2-acetamidothiazol-5-yl)sulfonylamino]thiazole-4-carboxylate